FC=1C=C(C=CC1OC)C1=C(NC=2N(C1=O)N=C(C2C2=CC=CC=C2)C2=CC=CC=C2)C 6-(3-fluoro-4-methoxyphenyl)-5-methyl-2,3-diphenylpyrazolo[1,5-a]pyrimidin-7(4H)-one